BrC=1C=C(N(C)C2C(NC(CC2)=O)=O)C=CC1 3-(3-bromo-N-methyl-anilino)piperidine-2,6-dione